O[C@@H](CNC(=O)C1=CN=C(S1)C=1C=CC2=C(N(C(O2)=O)C)C1)C=1C(=C2COC(C2=CC1)=O)C (R)-N-(2-hydroxy-2-(4-methyl-1-oxo-1,3-dihydroisobenzofuran-5-yl)ethyl)-2-(3-methyl-2-oxo-2,3-dihydrobenzo[d]oxazol-5-yl)thiazole-5-carboxamide